isopentylacrylic acid C(CC(C)C)C(C(=O)O)=C